(1S,2S)-2-METHYLCYCLOPROPYLBORONIC ACID C[C@@H]1[C@H](C1)B(O)O